C(C1=CC=CC=C1)OC1=NC=CC(=C1)Br benzyloxy-4-bromo-pyridine